bis(4-(diphenylsulfonio) phenyl) sulfide tetrakis(pentafluorophenyl)borate ethyl-7-(7-methyl-7-azaspiro[3.5]nonan-2-yl)-5,6,7,8-tetrahydro-1,7-naphthyridine-3-carboxylate C(C)OC(=O)C=1C=NC=2CN(CCC2C1)C1CC2(C1)CCN(CC2)C.FC2=C(C(=C(C(=C2[B-](C2=C(C(=C(C(=C2F)F)F)F)F)(C2=C(C(=C(C(=C2F)F)F)F)F)C2=C(C(=C(C(=C2F)F)F)F)F)F)F)F)F.C2(=CC=CC=C2)[S+](C2=CC=C(C=C2)SC2=CC=C(C=C2)[S+](C2=CC=CC=C2)C2=CC=CC=C2)C2=CC=CC=C2.FC2=C(C(=C(C(=C2[B-](C2=C(C(=C(C(=C2F)F)F)F)F)(C2=C(C(=C(C(=C2F)F)F)F)F)C2=C(C(=C(C(=C2F)F)F)F)F)F)F)F)F